tert-butyl 3-(6-chloro-3-(methoxycarbonyl)pyridazin-4-ylamino)azepane-1-carboxylate ClC1=CC(=C(N=N1)C(=O)OC)NC1CN(CCCC1)C(=O)OC(C)(C)C